C(OC(C)(C)C)(=O)OOC(C)(C)C bis-t-butyl Peroxycarbonate